C=C(C)C=1C(=NC=CC1)NC1CCN(CC1)C(C)=O 1-(4-((3-(prop-1-en-2-yl)pyridin-2-yl)amino)piperidin-1-yl)ethan-1-one